COC1=CC=C(C=C1)CS(=O)(=O)NC1=CC=C(C=C1)NC(=O)NCC1=CC=NC=C1 C-(4-Methoxy-phenyl)-N-[4-(3-pyridin-4-ylmethyl-ureido)-phenyl]-methanesulfonamide